(4-chloro-3-fluorophenoxy)-N-[(3R,4R)-1-[5-(4-chlorophenyl)-1,3,4-oxadiazol-2-yl]-3-hydroxypiperidin-4-yl]Acetamide ClC1=C(C=C(OCC(=O)N[C@H]2[C@@H](CN(CC2)C=2OC(=NN2)C2=CC=C(C=C2)Cl)O)C=C1)F